C(C1=CC=CC=C1)NC(CC1=NC=C(C=C1)C1=C(C=C(C=C1)O)F)=O N-benzyl-2-(5-(2-Fluoro-4-hydroxyphenyl)pyridin-2-yl)acetamide